1-((5-((3-((tert-butyl(dimethyl)silyl)oxymethyl)phenoxy)methyl)-2-fluoro-phenyl)methyl)-6-chloro-pyrazolo[3,4-d]pyrimidin-4-amine [Si](C)(C)(C(C)(C)C)OCC=1C=C(OCC=2C=CC(=C(C2)CN2N=CC=3C2=NC(=NC3N)Cl)F)C=CC1